(S)-2-amino-3-(4-(cyclopentylethynyl)-2-fluorophenyl)propionitrile N[C@H](C#N)CC1=C(C=C(C=C1)C#CC1CCCC1)F